Cl.ClC1=CC(=C(COC2=NC(=CC=C2)C2CCNCC2)C=C1)F 2-((4-chloro-2-fluorobenzyl)oxy)-6-(piperidin-4-yl)pyridine hydrochloride